ClC1=C(OCCC(C(=O)NC=2C=C3C(N(C(C3=CC2)=O)C2C(NC(CC2)=O)=O)=O)C)C(=CC(=C1)C(C)(C1=CC=C(C=C1)OCC1=NC(=NC=C1)S(=O)(=O)C)C)C#N 4-[2-chloro-6-cyano-4-[1-methyl-1-[4-[(2-methylsulfonylpyrimidin-4-yl)methoxy]phenyl]ethyl]phenoxy]-N-[2-(2,6-dioxo-3-piperidyl)-1,3-dioxo-isoindolin-5-yl]-2-methyl-butanamide